7-(4-(2-(2-Aminopyridin-3-yl)-5-phenyl-3H-imidazo[4,5-b]pyridin-3-yl)benzyl)-4,7-diazaspiro[2.5]octane-4-carbonitrile NC1=NC=CC=C1C1=NC=2C(=NC(=CC2)C2=CC=CC=C2)N1C1=CC=C(CN2CCN(C3(CC3)C2)C#N)C=C1